C1(CC1)C1=CN(C2=NC=C(C=C21)N2C(NC(CC2)=O)=O)C2CCN(CC2)CC2C(CN(CC2)C(=O)[O-])(F)F 4-((4-(3-cyclopropyl-5-(2,4-dioxotetrahydropyrimidin-1(2H)-yl)-1H-pyrrolo[2,3-b]pyridin-1-yl)piperidin-1-yl)methyl)-3,3-difluoropiperidine-1-carboxylate